(4-(4-chloro-6-phenyl-1,3,5-triazin-2-yl)phenyl)-2-phenyl-1H-benzimidazole ClC1=NC(=NC(=N1)C1=CC=CC=C1)C1=CC=C(C=C1)N1C(=NC2=C1C=CC=C2)C2=CC=CC=C2